ClC=1C=C(C=CC1Cl)C=1N(C(=CC(C1C(=O)O)=O)CN1N=CC=C1COC)CC 2-(3,4-dichlorophenyl)-1-ethyl-6-[[5-(methoxymethyl)pyrazol-1-yl]methyl]-4-oxo-pyridine-3-carboxylic acid